CC=1C=CC(=NC1)C1=CC=C2C=NC(=NN21)N[C@H]2[C@@H](CN(CC2)S(=O)(=O)C)O (3R,4R)-4-((7-(5-methylpyridin-2-yl)pyrrolo[2,1-f][1,2,4]triazin-2-yl)amino)-1-(methylsulfonyl)piperidin-3-ol